C(C(CC)N)(N)(N)N butane-tetramine